(1R,2S)-1-(5-chloropyrimidin-2-yl)-N-(5-((S)-2,2-difluorocyclopentyl)-4-(4,6-dimethoxypyrimidin-5-yl)-4H-1,2,4-triazol-3-yl)-1-methoxypropane-2-sulfonamide ClC=1C=NC(=NC1)[C@H]([C@H](C)S(=O)(=O)NC1=NN=C(N1C=1C(=NC=NC1OC)OC)[C@H]1C(CCC1)(F)F)OC